tert-Butyl ((1S,3S)-3-((5-chloro-2-oxo-2H-[1,3'-bipyridin]-6'-yl)amino)cyclopentyl)carbamate ClC=1C=CC(N(C1)C=1C=NC(=CC1)N[C@@H]1C[C@H](CC1)NC(OC(C)(C)C)=O)=O